N-[[7-[5-[5-chloro-2-cyano-3-(cyclopropoxy)-6-fluoro-phenyl]-1-methyl-pyrazol-4-yl]-4-oxo-3H-phthalazin-1-yl]methyl]acetamide ClC=1C=C(C(=C(C1F)C1=C(C=NN1C)C1=CC=C2C(NN=C(C2=C1)CNC(C)=O)=O)C#N)OC1CC1